NC(CCC(=O)O)C gamma-aminovaleric acid